C(=O)O.FC1(C(CN(CC1)C(=O)OC(C)(C)C)COC=1C2=C(N(N1)C=1C=NC(=C(C1)C)OC)CCOCC2)F tert-Butyl 4,4-difluoro-3-(((1-(6-methoxy-5-methylpyridin-3-yl)-4,5,7,8-tetrahydro-1H-oxepino[4,5-c]pyrazol-3-yl)oxy)methyl)piperidine-1-carboxylate, Formate salt